The molecule is an aminopyrimidine that is 2,4-diaminopyrimidine in which the hydrogen at position 5 has been replaced by a 4-bromo-3,5-dimethoxybenzyl group. It has a role as an EC 1.5.1.3 (dihydrofolate reductase) inhibitor, an antiinfective agent and an antibacterial drug. It is an aminopyrimidine, a member of bromobenzenes and a member of methoxybenzenes. COC1=CC(=CC(=C1Br)OC)CC2=CN=C(N=C2N)N